3,4,5-tri-methoxytoluene COC=1C=C(C)C=C(C1OC)OC